C(=O)(O)CC1=C(OCC2=CC=C(C(=O)O)C=C2)C=CC=C1 4-[(2-carboxymethyl-phenoxy)methyl]benzoic acid